5-bromo-3-methoxy-pyridine-2-carbonitrile BrC=1C=C(C(=NC1)C#N)OC